2-(((Z)-Icos-11-en-1-yl)oxy)ethylicosa-11,14-dien-1-amine C(CCCCCCCCC\C=C/CCCCCCCC)OCCC(CCCCCCCCCC=CCC=CCCCCC)N